O1COCC2=C1C=CC(=C2)C(N2CCN(CC2)C(=O)OC2=CC=C(C=C2)OC)C2=CC1=C(OCOC1)C=C2 4-methoxyphenyl 4-(bis(4H-benzo[d][1,3]dioxin-6-yl)methyl)piperazinecarboxylate